[6-[(3,3-difluoroazetidin-1-yl)methyl]pyridazin-3-yl]-1,1-diphenylmethanimine FC1(CN(C1)CC1=CC=C(N=N1)N=C(C1=CC=CC=C1)C1=CC=CC=C1)F